4-(5-hydroxy-2-(4-(3-hydroxyoxetan-3-yl)benzoyl)octahydrocyclopenta[c]pyrrol-5-yl)benzoic acid methyl ester COC(C1=CC=C(C=C1)C1(CC2C(CN(C2)C(C2=CC=C(C=C2)C2(COC2)O)=O)C1)O)=O